FC(C(=O)O)(F)F.NC1CCC(CC1)NCC(C1=CC=CC=C1)C=1C=CC(=C(C1)C=1C(=CC=C(C1F)OCC1=NC=CC=N1)C(=O)N)Cl 5'-(2-(((1r,4r)-4-aminocyclohexyl)amino)-1-phenylethyl)-2'-chloro-6-fluoro-5-(pyrimidin-2-ylmethoxy)-[1,1'-biphenyl]-2-carboxamide trifluoroacetate